N[C@H]1C[C@H](N(CC1)C(=O)N1CCC(CC1)CN1C(C=C(C=C1)C1=CC=CC=C1)=O)C1=CC=CC=C1 1-((1-((2s,4r)-4-amino-2-phenylpiperidin-1-carbonyl)piperidin-4-yl)methyl)-4-phenylpyridin-2(1H)-one